1-(Methylamino)-4-(m-tolyl)-6-(trifluoromethyl)-3H-pyrido[1,2-c]pyrimidin-3-one CNC1=NC(C(=C2N1C=CC(=C2)C(F)(F)F)C=2C=C(C=CC2)C)=O